Benzyl (2-formylallyl)carbamate C(=O)C(CNC(OCC1=CC=CC=C1)=O)=C